(4-bromophenyl)-5-methoxy-3H-spiro[benzofuran-2,3'-pyrrolidine] BrC1=CC=C(C=C1)N1CC2(CC1)OC1=C(C2)C=C(C=C1)OC